3-(trifluoromethyl)-8-(4-(trifluoromethyl)phenyl)imidazo[1,2-a]pyrazin FC(C1=CN=C2N1C=CN=C2C2=CC=C(C=C2)C(F)(F)F)(F)F